C(#N)C1=CNC2=C(C=CC(=C12)C)NS(=O)(=O)C1=CN=C(S1)C1CN(CCC1)C(=O)OC(C)(C)C tert-butyl 3-(5-(N-(3-cyano-4-methyl-1H-indol-7-yl)sulfamoyl)thiazol-2-yl)piperidine-1-carboxylate